FC1(CCN(CC1)C=1N=C(C=C2C1OC=C2)C2=NN=C(O2)C2=C(C=C(C=C2)NS(=O)(=O)C2CC2)N2CCC1(CC1)CC2)F N-(4-(5-(7-(4,4-difluoropiperidin-1-yl)furo[2,3-c]pyridin-5-yl)-1,3,4-oxadiazol-2-yl)-3-(6-azaspiro[2.5]octan-6-yl)phenyl)cyclopropanesulfonamide